2-bromo-N-(2-cyanophenyl)acetamide BrCC(=O)NC1=C(C=CC=C1)C#N